tert-butyl N-[2-[5-[tert-butyl(dimethyl) silyl]oxy-5-methyl-hex-1-ynyl]-5-(trideuteriomethoxy)-4-pyridyl]carbamate [Si](C)(C)(C(C)(C)C)OC(CCC#CC1=NC=C(C(=C1)NC(OC(C)(C)C)=O)OC([2H])([2H])[2H])(C)C